BrC1=CNC2=C1N=C(N=C2C2=CC=NC=C2)N2CCOCC2 4-(7-bromo-4-(pyridin-4-yl)-5H-pyrrolo[3,2-d]pyrimidin-2-yl)morpholine